dimethylcarbamoyl-4,6,7,8-tetrahydropyrazolo[1,5-a][1,4]diazepine-5-carboxylate CN(C(=O)OC(=O)N1CC=2N(CCC1)N=CC2)C